2,7-dibromophenanthrene-9,10-dione BrC1=CC=2C(C(C3=CC(=CC=C3C2C=C1)Br)=O)=O